C1(=CC=CC=C1)S(=O)(=O)NC(CC=1C=C(C=CC1)C(N)=NO)C=1SC2=C(N1)C=C(C=C2)C(F)(F)F 3-{2-benzenesulfonamido-2-[5-(trifluoromethyl)-1,3-benzothiazol-2-yl]ethyl}-N'-hydroxybenzene-1-carboximidamide